COC=1C=C(C(=O)O)C=C(C1C(=O)O)OC 3,5-dimethoxyterephthalic acid